OC1=C(C=CC=C1)C(=O)C(=O)C1=CC=CC=C1 2-hydroxybenzil